N-(1'-(2-(1,1-difluoroethyl)-6-((2-(dimethylamino)propyl)amino)pyrimidin-4-yl)-1',2'-dihydrospiro[cyclopropane-1,3'-pyrrolo[3,2-c]pyridin]-6'-yl)acetamide FC(C)(F)C1=NC(=CC(=N1)N1CC2(C=3C=NC(=CC31)NC(C)=O)CC2)NCC(C)N(C)C